{[4-Amino-5-(4-methoxybenzoyl)-1,3-thiazol-2-yl](4-fluorophenyl)amino}butanamid NC=1N=C(SC1C(C1=CC=C(C=C1)OC)=O)N(C1=CC=C(C=C1)F)C(C(=O)N)CC